C(C)(=O)N1CC(=CC1)C1=CC(=C2C(=NC=NN21)N)N2C[C@@H](CCC2)NC(OC2=CC=CC=C2)=O phenyl (R)-(1-(7-(1-acetyl-2,5-dihydro-1H-pyrrol-3-yl)-4-aminopyrrolo[2,1-f][1,2,4]triazin-5-yl)piperidin-3-yl)carbamate